O=C(C(=O)NC=1C2=C(C=NC1)C=NN2C2OCCCC2)N2[C@H](CC[C@@H](C2)C)C=2C=CC1=C(N=C(S1)C1CCN(CC1)CC)C2 2-oxo-2-[(2R,5S)-2-[2-(1-ethyl-4-piperidyl)-1,3-benzothiazol-5-yl]-5-methyl-1-piperidyl]-N-(1-tetrahydropyran-2-ylpyrazolo[4,3-c]pyridin-7-yl)acetamide